N(=[N+]=[N-])[C@H]1C[C@@H](O[C@@H]1CO)N1C(=O)NC(=O)C(C)=C1 3'-azido-3'-desoxythymidine